N1C=CC=2C1=NC=CC2C=2C=NN(C2)C(C)C=2C=C(C#N)C=CC2 3-{1-[4-(1H-pyrrolo[2,3-b]pyridin-4-yl)-1H-pyrazol-1-yl]ethyl}benzonitrile